BENZO[B][1,8]NAPHThYRIDINE N1=CC=CC=2C=C3C(=NC12)C=CC=C3